N-ethyl-2-(ethylsulfonyl)-3-(5-(2,2,3,3,3-pentafluoropropoxy)pyrazin-2-yl)pyrazolo[1,5-a]pyrimidin-7-amine C(C)NC1=CC=NC=2N1N=C(C2C2=NC=C(N=C2)OCC(C(F)(F)F)(F)F)S(=O)(=O)CC